C(C)(C)(C)OC(NC1=NC(=CC(=C1)NC=1C=NC=CC1)C(NC1=CC=CC=C1)=O)=O (6-(Phenylcarbamoyl)-4-(pyridin-3-ylamino)pyridin-2-yl)carbamic acid tert-butyl ester